N-(4-{[3-(2-aminoethoxy)-6-(5-chloro-2-fluorophenyl)-pyridazin-4-yl]amino}pyridin-2-yl)-3-(4-methylpiperazin-1-yl)propanamide NCCOC=1N=NC(=CC1NC1=CC(=NC=C1)NC(CCN1CCN(CC1)C)=O)C1=C(C=CC(=C1)Cl)F